((3-iodophenyl)amino)cyclobutane-1-carboxylate IC=1C=C(C=CC1)NC1(CCC1)C(=O)[O-]